OCC1(COC1)NC(=O)C1=C(OC2=C1C=C(C=C2)OCC=2C(=NC=CC2)C(F)(F)F)C N-(3-(hydroxymethyl)oxetan-3-yl)-2-methyl-5-((2-(trifluoromethyl)pyridin-3-yl)methoxy)-benzofuran-3-carboxamide